C1(=CC=CC=C1)S(=O)(=O)C1=CC=CC=C1 DIPHENYLSULFONE